6,6a,7,8,9,13b-hexahydro-3-hydroxy-2-methoxy-7-methyl-5H-benzo[d]naphtho[2,1-b]azepine OC1=CC=2CCC3N(CCC4=C(C3C2C=C1OC)C=CC=C4)C